O=C1OC(CN1)C=O 2-oxo-1,3-oxazolidine-5-carbaldehyde